(1S,3R,4S,5R)-5-[[5-cyclopropyl-3-(2,6-dichlorophenyl)-1,2-oxazol-4-yl]methoxy]-3-methyl-2-azabicyclo[2.2.1]heptane trifluoroacetic acid salt FC(C(=O)O)(F)F.C1(CC1)C1=C(C(=NO1)C1=C(C=CC=C1Cl)Cl)CO[C@H]1[C@@H]2[C@H](N[C@H](C1)C2)C